2-(Azepan-1-yl)-4-((4-(Piperazin-1-ylmethyl)phenyl)amino)pyrimido[4,5-d]pyridazin-5(6H)-on Hydrochlorid Cl.N1(CCCCCC1)C=1N=C(C2=C(C=NNC2=O)N1)NC1=CC=C(C=C1)CN1CCNCC1